aminoundecyl-trimethoxysilane NCCCCCCCCCCC[Si](OC)(OC)OC